O=C1CN(CCN1)C(=O)C1CNCC1 3-(3-oxopiperazine-1-carbonyl)pyrrolidin